C(#N)C=1C=C(C=C(C1)F)[C@@H]1CC=NN1C(=O)N1CCN(CC1)C1=NC=C(C(=N1)N1N=C(C(=C1C)NC(C)=O)C)F (S)-N-(1-(2-(4-(5-(3-cyano-5-fluorophenyl)-4,5-dihydro-1H-pyrazole-1-carbonyl)piperazin-1-yl)-5-fluoropyrimidin-4-yl)-3,5-dimethyl-1H-pyrazol-4-yl)acetamide